menthol-7-ol C1(CC(C(CC1)C(C)C)O)CO